C1=CC=CC=2C3=CC=CC=C3C(C12)COC(=O)NCC=1C=CC(=NC1)C(=O)O 5-[({[(9H-fluoren-9-yl)methoxy]carbonyl}amino)methyl]pyridine-2-carboxylic acid